(2S)-2-hydroxy-1-((3aR,5R,6aS)-5-((5-(5-(3-hydroxypyrrolidine-1-carbonyl)-thiazol-2-yl)-1H-pyrrolo[2,3-b]pyridin-4-yl)amino)hexahydrocyclopenta[c]pyrrol-2(1H)-yl)-propan-1-one O[C@H](C(=O)N1C[C@@H]2[C@H](C1)CC(C2)NC2=C1C(=NC=C2C=2SC(=CN2)C(=O)N2CC(CC2)O)NC=C1)C